4-hydroxy-6-methoxyquinoline-3-carboxylic acid ethyl ester (4-hydroxy-6-methoxyquinoline-3-carboxylate) OC1=C(C=NC2=CC=C(C=C12)OC)C(=O)O.C(C)OC(=O)C=1C=NC2=CC=C(C=C2C1O)OC